C1(=CC=CC=C1)C1(CN(CC1)C(=O)OC(C)(C)C)N1N=CC(=C1)C1=CC=C(C=C1)OC(F)(F)F tert-butyl 3-phenyl-3-(4-(4-(trifluoromethoxy)phenyl)-1H-pyrazol-1-yl)pyrrolidine-1-carboxylate